isodecanonitrile C(CCCCCCC(C)C)#N